2-chloro-7-(2-methylpropyl)-3H,4H-imidazo[4,3-f][1,2,4]triazine ClC1=NN2C(CN1)=CN=C2CC(C)C